(S)-(+)-(3,5-Dioxa-4-phosphacyclohepta[2,1-a:3,4-a']dinaphthalen-4-yl)-5H-dibenz[b,f]azepine C1=CC2=C(C=3C=CC=CC13)C=1C(=CC=C3C=CC=CC13)OP(O2)C2=CC=CC=1NC3=C(C=CC12)C=CC=C3